FC1(C2CN(CC12)C1=NC(=CC(=N1)C=1C=NN(C1)C1=C(C=C(C=C1)NS(=O)(=O)CC(=O)OC)N1CCC2(CC2)CC1)C)F Methyl 2-(N-(4-(4-(2-(6,6-difluoro-3-azabicyclo[3.1.0]hexan-3-yl)-6-methylpyrimidin-4-yl)-1H-pyrazol-1-yl)-3-(6-azaspiro[2.5]octan-6-yl)phenyl)sulfamoyl)acetate